COC(C(C)(C1=CC=C(C=C1)O)C1=CC=C(C=C1)O)=O 4-hydroxy-α-(4-hydroxyphenyl)-α-methylphenylacetic acid methyl ester